2,4-dichloro-6-(2-fluoropropan-2-yl)pyrimidine ClC1=NC(=CC(=N1)Cl)C(C)(C)F